FC(C(=O)O)(F)F.COC1=C(C=CC2=NC(=NC(=C2)C=CC2=C(C=CC=C2)OC)OCCCCCNC(=N)N)C=CC=C1 5-(4,6-bis(2-methoxystyryl)pyrimidin-2-oxy)pentylguanidine trifluoroacetate